3β-Acetoxy-17-(3-formyl-1H-indol-1-yl)-16-formylandrosta-5,16-diene C(C)(=O)O[C@@H]1CC2=CC[C@H]3[C@@H]4CC(=C([C@@]4(C)CC[C@@H]3[C@]2(CC1)C)N1C=C(C2=CC=CC=C12)C=O)C=O